8-bromo-5-chloro-2-methyl-1,2,4-triazolo[1,5-c]quinazoline BrC=1C=CC=2C=3N(C(=NC2C1)Cl)N=C(N3)C